2-chloro-5-{[(cyclopropylsulfonyl)amino]methyl}-N-{1-[4-methoxy-3-(trifluoromethyl)phenyl]-1H-indazol-4-yl}benzamide isostearyl-pentacosanoate C(CCCCCCCCCCCCCCC(C)C)OC(CCCCCCCCCCCCCCCCCCCCCCCC)=O.ClC1=C(C(=O)NC2=C3C=NN(C3=CC=C2)C2=CC(=C(C=C2)OC)C(F)(F)F)C=C(C=C1)CNS(=O)(=O)C1CC1